FC(N1N=C(C(=C1)C=1C(=C(C(=CC1)O)N1CC(NS1(=O)=O)=O)F)F)F 5-(3-(1-(difluoromethyl)-3-fluoro-1H-pyrazol-4-yl)-2-fluoro-6-hydroxyphenyl)-1,2,5-thiadiazolidin-3-one 1,1-dioxide